5-(N-(4-chloro-2-((N-(furan-2-ylmethyl)cyclopentanecarboxamido)methyl)phenyl)-N-ethylsulfamoyl)-3-Methylbenzofuran-2-carboxylic acid ClC1=CC(=C(C=C1)N(S(=O)(=O)C=1C=CC2=C(C(=C(O2)C(=O)O)C)C1)CC)CN(C(=O)C1CCCC1)CC=1OC=CC1